[Si](C1=CC=CC=C1)(C1=CC=CC=C1)(C(C)(C)C)OC(C(=O)NC=1SC=C(C1C(=O)[O-])Cl)C 2-(2-((tert-butyldiphenylsilyl) oxy) propionamido)-4-chlorothiophene-3-carboxylate